C(C1=CC=CC=C1)(=O)O.CN(CC1C(OCC1)(C1=CC=CC=C1)C1=CC=CC=C1)C tetrahydro-N,N-dimethyl-2,2-diphenyl-3-furanmethanamine benzoate